O=C1CC(C1)CNC(OC(C)(C)C)=O tert-butyl N-[(3-oxocyclobutyl)methyl]carbamate